(2R)-4,4-difluoro-2-(4-fluorophenyl)-N-{4-[7-(pyridin-2-yl)-5H-pyrrolo[3,2-d]pyrimidin-6-yl]pyridin-2-yl}butanamide FC(C[C@@H](C(=O)NC1=NC=CC(=C1)C1=C(C=2N=CN=CC2N1)C1=NC=CC=C1)C1=CC=C(C=C1)F)F